(R)-5-chloro-3-(3-methylmorpholino)-1-(4-methyltetrahydro-2H-pyran-4-yl)pyrazin-2(1H)-one ClC=1N=C(C(N(C1)C1(CCOCC1)C)=O)N1[C@@H](COCC1)C